2-carboxymethylthioxanthone C(=O)(O)CC1=CC=2C(C3=CC=CC=C3SC2C=C1)=O